2-((1-((5-chloro-1-methyl-6-oxo-1,6-dihydropyridin-2-yl)methyl)-3-oxoisoindolin-2-yl)methyl)-5-oxa-7-azaspiro[3.4]octan-6-one ClC1=CC=C(N(C1=O)C)CC1N(C(C2=CC=CC=C12)=O)CC1CC2(C1)OC(NC2)=O